tert-butyl (4-((6-(4-(trifluoromethyl)piperidin-1-yl) naphthalen-2-yl)amino)cyclohexyl)carbamate FC(C1CCN(CC1)C=1C=C2C=CC(=CC2=CC1)NC1CCC(CC1)NC(OC(C)(C)C)=O)(F)F